CN1CCC(CC1)C1=CC=C(C=C1)C1=CC2=C(CNC2=O)S1 2-[4-(1-methyl-4-piperidinyl)phenyl]-6H-thieno[2,3-c]Pyrrol-4-one